C(C)(=O)OCCCCCCCCC\C=C\CCCCCC (E)-10-heptadecenyl acetate